P(=O)(OC1=CC=CC=C1)(OC1=CC=CC=C1)[O-].[Cu+] copper (I) diphenyl phosphate